3-(((((9H-fluoren-9-yl) methoxy) carbonyl) amino) propanamido)-4-((2,2-diethoxyethyl) (2-methylbutyl) amino)-4-oxobutanoate C1=CC=CC=2C3=CC=CC=C3C(C12)COC(=O)NCCC(=O)NC(CC(=O)[O-])C(=O)N(CC(CC)C)CC(OCC)OCC